C(C1=CC=CC=C1)OC=1C=C(C=CC1OC)C1=CC2=C(C=N1)N(C(N2C2=CC(=C(C(=C2)OC)OC)OC)=O)CC#N 2-[6-(3-(benzyloxy)-4-methoxyphenyl)-2-oxo-1-(3,4,5-trimethoxyphenyl)-1,2-dihydro-3H-imidazo[4,5-c]pyridin-3-yl]acetonitrile